5-(3,3-difluorocyclobutyl)-1H-pyrazole FC1(CC(C1)C1=CC=NN1)F